C(C=C)C=1C=C(C=CC1OC#N)CC(C)=C1CC=C(OC2=C(C=CC=C2)S(=O)(=O)C2=C(C=CC=C2)OC2=CCC(C=C2)=C(CC2=CC(=C(C=C2)OC#N)CC=C)C)C=C1 Bis{[4-[(3-allyl-4-cyanatophenyl)isopropyliden]phenoxy]phenyl}sulfon